(2S)-2-(3,4-difluorophenyl)oxirane FC=1C=C(C=CC1F)[C@@H]1OC1